CCCCCCCCCCCCCCCCCCCCCCC[C@H](CC(=O)SCCNC(=O)CCNC(=O)[C@@H](C(C)(C)COP(=O)(O)OP(=O)(O)OC[C@@H]1[C@H]([C@H]([C@@H](O1)N2C=NC3=C(N=CN=C32)N)O)OP(=O)(O)O)O)O The molecule is a 3-hydroxy fatty acyl-CoA that results from the formal condensation of the thiol group of coenzyme A with the carboxy group of (R)-3-hydroxyhexacosanoic acid [(R)-3-hydroxycerotic acid]. It is a (R)-3-hydroxyacyl-CoA, a 3-hydroxy fatty acyl-CoA and a very long-chain fatty acyl-CoA. It derives from a hexacosanoic acid. It is a conjugate acid of a (R)-3-hydroxyhexacosanoyl-CoA(4-).